C(C1=CC=CC=C1)N(C(C(=C)C)=O)CCC(C)C N-Benzyl-N-isopentylmethacrylamid